Methyl 3-formyl-6-(methylthio)-1H-indole-2-carboxylate C(=O)C1=C(NC2=CC(=CC=C12)SC)C(=O)OC